BrC=1C(=C2C(=C(C(NC2=C2C=CC=NC12)=O)[N+]1=CC=CC=C1)C1=C2C=NNC2=C(C(=C1)F)F)C 6-bromo-4-(6,7-difluoro-1H-indazol-4-yl)-5-methyl-3-pyridin-1-ium-1-yl-1H-1,7-phenanthrolin-2-one